(R)-4-(1-azido-2-methoxyethyl)-6-chloro-1-methoxy-2,7-naphthyridine N(=[N+]=[N-])[C@@H](COC)C1=CN=C(C2=CN=C(C=C12)Cl)OC